6-(4-(2-Aminopropan-2-yl)-2-(6-methylpyridin-2-yl)-1H-imidazol-1-yl)imidazo[1,2-a]pyridine-3-carbonitrile NC(C)(C)C=1N=C(N(C1)C=1C=CC=2N(C1)C(=CN2)C#N)C2=NC(=CC=C2)C